C(C)OC(CC(=O)[O-])=O.[K+] potassium 3-ethoxy-3-oxopropanoate